2-(2,6-dioxopiperidin-3-yl)-5-(8-((4'-fluoro-5,5-dimethyl-3,4,5,6-Tetrahydro-[1,1'-biphenyl]-2-yl)methyl)-3,8-diazabicyclo[3.2.1]octane-3-yl)isoindoline O=C1NC(CCC1N1CC2=CC=C(C=C2C1)N1CC2CCC(C1)N2CC2=C(CC(CC2)(C)C)C2=CC=C(C=C2)F)=O